5-(1-(2,2-difluoroethyl)-2-methyl-1H-imidazo[4,5-b]pyrazin-6-yl)-N-(1,4-dioxaspiro[4.5]decan-8-yl)-7H-pyrrolo[2,3-d]pyrimidin-2-amine FC(CN1C(=NC=2C1=NC(=CN2)C2=CNC=1N=C(N=CC12)NC1CCC2(OCCO2)CC1)C)F